C1(CC1)C1=NC=CC(=C1C=1N=CC2=C(N1)C(=CN2)C(O)C2=CC=C(C=C2)C=2N(C=C(N2)C(F)(F)F)C)OC [2-(2-cyclopropyl-4-methoxy-3-pyridyl)-5H-pyrrolo[3,2-d]pyrimidin-7-yl]-[4-[1-methyl-4-(trifluoromethyl)imidazol-2-yl]phenyl]methanol